(S)-2-(3-bromophenyl)-2-(tert-butoxycarbonylamino)acetic acid BrC=1C=C(C=CC1)[C@@H](C(=O)O)NC(=O)OC(C)(C)C